3-(3-((tert-butyldimethylsilyl)oxy)propoxy)-4-nitro-1-(4-oxaspiro[2.5]octan-7-yl)-1H-pyrazole [Si](C)(C)(C(C)(C)C)OCCCOC1=NN(C=C1[N+](=O)[O-])C1CCOC2(CC2)C1